BrC=1N=C2C(=NC1)NC=C2C=O 2-bromo-5H-pyrrolo[2,3-b]pyrazine-7-carbaldehyde